P(=O)(O)(F)C#N.P(=O)(O)(F)C#N.P(=O)(O)(F)C#N.C(C(=O)O)(=O)O oxalic acid tricyanofluorophosphate